octahydro-2H-pyrimido[1,2-a]pyrimidine N1C2N(CCC1)CCCN2